α-D-tagatofuranose OC[C@@]1(O)[C@@H](O)[C@@H](O)[C@H](O1)CO